FC=1C=C(C=C(C1)NCCN)NC(=O)NC1=C(C(=CC=C1)Cl)CO 1-[3-fluoro-5-(2-aminoethylamino)phenyl]-3-(3-chloro-2-hydroxymethylphenyl)urea